3-hydroxy-4-aminopyridine OC=1C=NC=CC1N